C(C)(C)(C)OC(=O)N1CCN(CC1)CC1CCN(CC1)C=1C=C2CN(C(C2=CC1F)=O)C1C(NC(CC1)=O)=O 4-[[1-[2-(2,6-dioxo-3-piperidinyl)-6-fluoro-1-oxo-isoindolin-5-yl]-4-piperidinyl]methyl]piperazine-1-carboxylic acid tert-butyl ester